8-bromo-2,3,4,5-tetrahydrobenzo[f][1,4]thiazepine 1,1-dioxide BrC1=CC2=C(CNCCS2(=O)=O)C=C1